C(C1=CC=CC=C1)C([C@@]([C@@]1(C(=C(C(=O)O1)O)[O-])CC1=CC=CC=C1)(O)CC1=CC=CC=C1)(O)CC1=CC=CC=C1 tetrabenzyl-ascorbate